ClC=1C(=CC2=C(OC(C(N2[C@H](C(=O)O)C)=O)(F)F)C1)C1=C(C(=C(C(=C1F)F)F)F)F (S)-2-(7-chloro-2,2-difluoro-3-oxo-6-(perfluorophenyl)-2,3-dihydro-4H-benzo[b][1,4]oxazin-4-yl)propionic acid